2,5-difluoro-4-hydroxy-N-[(4-{3-[6-(trifluoromethyl)pyridin-3-yl]-1,2,4-oxadiazol-5-yl}bicyclo[2.2.2]octan-1-yl)methyl]benzamide FC1=C(C(=O)NCC23CCC(CC2)(CC3)C3=NC(=NO3)C=3C=NC(=CC3)C(F)(F)F)C=C(C(=C1)O)F